COC(C1=CC(=CC(=C1)C(F)F)OC(F)F)=O 3-(Difluoromethoxy)-5-(difluoromethyl)benzoic acid methyl ester